(2Z)-1-acetyl-2,3'-biindole-2',3(1H,1'H)-dione C(C)(=O)N1\C(\C(C2=CC=CC=C12)=O)=C\1/C(NC2=CC=CC=C12)=O